FC(OC1=CC2=C(N=C(O2)C2=C(C(=CC=C2)B2OC(C(O2)(C)C)(C)C)C)C=C1CN1CC(CC1)C(=O)[O-])F 1-((6-(difluoromethoxy)-2-(2-methyl-3-(4,4,5,5-tetramethyl-1,3,2-dioxaborolan-2-yl)phenyl)benzo[d]oxazol-5-yl) Methyl)pyrrolidine-3-carboxylate